2-(((4-Cyano-7-(4-isopropylthiophen-2-yl)-2,3-dihydrobenzofuran-5-yl)amino)methyl)acrylic acid C(#N)C1=C(C=C(C2=C1CCO2)C=2SC=C(C2)C(C)C)NCC(C(=O)O)=C